COC(=O)C=1C=CC2=C(N(C(=N2)CCl)[C@@H]2COC[C@@H]2OC)C1 (chloromethyl)-1-((3R,4R)-4-methoxytetrahydrofuran-3-yl)-1H-benzo[d]imidazole-6-carboxylic acid methyl ester